4-oxo-1,8-naphthyridine-3-carboxylic acid O=C1C(C=NC2=NC=CC=C12)C(=O)O